1,1-dimethylfuro[3,4-c]pyridin-3-one CC1(OC(C=2C=NC=CC21)=O)C